Aluminum scandium germanium [Ge].[Sc].[Al]